1-(6Z,9Z,12Z-octadecatrienoyl)-2-(11Z,14Z-eicosadienoyl)-glycero-3-phospho-(1'-sn-glycerol) CCCCC/C=C\C/C=C\CCCCCCCCCC(=O)O[C@H](COC(=O)CCCC/C=C\C/C=C\C/C=C\CCCCC)COP(=O)(O)OC[C@H](CO)O